CN1CC(CCC1)CC1OC(C(O1)C(=O)OCCCCCCCC(=O)OCCCCCCCC)C(=O)OCCCCCCCC(=O)OCCCCCCCC bis(8-(octyloxy)-8-oxooctyl) 2-((1-methylpiperidin-3-yl)methyl)-1,3-dioxolane-4,5-dicarboxylate